3,3'-((((2-(6-(2-carboxy-2-(pyrrolidin-3-yl)ethyl)-1H-indol-1-yl)ethyl)azanediyl)bis(ethane-2,1-diyl))bis(benzofuran-4,2-diyl))bis(2-(pyrrolidin-3-yl)propanoic acid) C(=O)(O)C(CC1=CC=C2C=CN(C2=C1)CCN(CCC1=CC=CC2=C1C=C(O2)CC(C(=O)O)C2CNCC2)CCC2=CC=CC1=C2C=C(O1)CC(C(=O)O)C1CNCC1)C1CNCC1